3-((tert-butyldimethylsilyl)oxy)-5-((4-ethyl-2-(heptan-3-yl)octyl)oxy)-5-oxopentanoic acid [Si](C)(C)(C(C)(C)C)OC(CC(=O)O)CC(=O)OCC(CC(CCCC)CC)C(CC)CCCC